C(#C)C1=CC=C(C(=N1)C)C1=C(C2=C(N=CN=C2)N1C)C1=CC[C@@H](CC1)C(=O)N1CCCC1 (R)-(4-(6-(6-ethynyl-2-methylpyridin-3-yl)-7-methyl-7H-pyrrolo[2,3-d]pyrimidin-5-yl)cyclohex-3-en-1-yl)(pyrrolidin-1-yl)methanone